bis-(3-methyldimethoxysilyl-1-propyl)methyldithiophosphonate C[Si](CCCSP(OCCC[Si](OC)(OC)C)(=S)C)(OC)OC